pyrane-2,4(3H)-dione O1C(CC(C=C1)=O)=O